C(C)(C)(C)[S@](=O)N[C@]1(CCSC2=C1C=NC(=C2F)C(F)(F)F)C(=O)N (S)-4-(((S)-tert-butylsulfinyl)amino)-8-fluoro-7-(trifluoromethyl)-3,4-dihydro-2H-thiopyrano[3,2-c]pyridine-4-carboxamide